The molecule is a taxifolin that has (2R,3R)-configuration. It has a role as a metabolite. It is a conjugate acid of a (+)-taxifolin(1-). It is an enantiomer of a (-)-taxifolin. C1=CC(=C(C=C1[C@@H]2[C@H](C(=O)C3=C(C=C(C=C3O2)O)O)O)O)O